C(C)N1C(OCC2=C1N=C(N=C2)N[C@@H](C)C2=CC=C(C=C2)C(CC(C)C)N2CCN(CC2)C(C=C)=O)=O 1-Ethyl-7-[[(1S)-1-[4-[3-methyl-1-(4-prop-2-enoylpiperazin-1-yl)butyl]phenyl]ethyl]amino]-4H-pyrimido[4,5-d][1,3]oxazin-2-one